(1S)-1-[2-[3-(difluoromethoxy)-5-methyl-pyrazol-1-yl]-6-[6-fluoro-5-(pyridazin-3-ylamino)benzimidazol-1-yl]-3-pyridyl]ethanol FC(OC1=NN(C(=C1)C)C1=NC(=CC=C1[C@H](C)O)N1C=NC2=C1C=C(C(=C2)NC=2N=NC=CC2)F)F